6-(2,5-dichloropyrimidin-4-yl)-1-(1,1-difluoropropan-2-yl)-4-fluoro-1H-benzimidazole ClC1=NC=C(C(=N1)C=1C=C(C2=C(N(C=N2)C(C(F)F)C)C1)F)Cl